FC(S(=O)(=O)C1=C(C(=O)O)C=CC=C1)(F)F 2-((trifluoromethyl)sulfonyl)benzoic acid